FC1=C(C=C(C=C1C)C1=C(C=C(C=C1C)F)C)CCC(=O)O 3-(4,4'-difluoro-2',5,6'-trimethyl-[1,1'-biphenyl]-3-yl)propanoic acid